11-(6-((2-hexyldecanoyl)oxy) hexyl)-2-methyl-5,8-dioxa-2,11-diazaheptadecan-17-yl 2-hexyldecanoate C(CCCCC)C(C(=O)OCCCCCCN(CCOCCOCCN(C)C)CCCCCCOC(C(CCCCCCCC)CCCCCC)=O)CCCCCCCC